BrC1=C(C=CC(=C1)F)N1CCC(CC1)O[Si](C)(C)C(C)(C)C 1-(2-bromo-4-fluorophenyl)-4-((tert-butyldimethylsilyl)oxy)piperidine